[Si](C)(C)(C(C)(C)C)OCC1=NC=2CCN(CC2C=C1)C(C(=O)[O-])(C)C 2-((((tert-butyldimethylsilyl) oxy) methyl)-7,8-dihydro-1,6-naphthyridin-6(5H)-yl)-2-methylpropionate